5-bromo-2-[(1,4-dimethyl-4-piperidyl)methyl]-1,3-benzothiazole BrC=1C=CC2=C(N=C(S2)CC2(CCN(CC2)C)C)C1